(1R)-3-((R)-3-(1-(tert-butoxycarbonyl)azetidin-3-yl)piperidin-1-yl)cyclopentane-1-carboxylic acid C(C)(C)(C)OC(=O)N1CC(C1)[C@@H]1CN(CCC1)C1C[C@@H](CC1)C(=O)O